NC1=C(C=2C(=NC=C(C2S1)F)C=1C2=C(C=3C=NC(=NC3C1F)N1CC3(CCCN3C)CC1)COC2)C#N 2-Amino-7-fluoro-4-(5-fluoro-3-(1-methyl-1,7-diazaspiro[4.4]nonan-7-yl)-7,9-dihydrofuro[3,4-f]quinazolin-6-yl)thieno-[3,2-c]pyridine-3-carbonitrile